(R)-Chloroethyl (2R)-2-(trityloxy)propanoate C(C1=CC=CC=C1)(C1=CC=CC=C1)(C1=CC=CC=C1)O[C@@H](C(=O)OCCCl)C